N-(5-(2-((4-methoxybenzyl)(methyl)amino)pyrido[2,3-d]pyrimidin-6-yl)-6-methylpyridin-3-yl)-2-methyl-3-(trifluoromethyl)benzamide COC1=CC=C(CN(C=2N=CC3=C(N2)N=CC(=C3)C=3C=C(C=NC3C)NC(C3=C(C(=CC=C3)C(F)(F)F)C)=O)C)C=C1